3-((2S)-2-hydroxy-3-(8-(5-methyl-1-phenyl-1H-pyrazol-4-ylsulfonyl)-1-oxa-8-azaspiro[4.5]decan-3-ylamino)propoxy)-N,N-dimethylbenzenesulfonamide O[C@H](COC=1C=C(C=CC1)S(=O)(=O)N(C)C)CNC1COC2(C1)CCN(CC2)S(=O)(=O)C=2C=NN(C2C)C2=CC=CC=C2